C(C=C)OC1CN(CCC1)C1=C(C(=O)OC)C=CC(=C1)Cl methyl 2-(3-(allyloxy)piperidin-1-yl)-4-chlorobenzoate